(1s,2s,5R)-1-hydroxy-N-((R)-3-hydroxy-1-phenylpropyl)-2-isopropyl-5-methylcyclohexane-1-carboxamide O[C@@]1([C@@H](CC[C@H](C1)C)C(C)C)C(=O)N[C@H](CCO)C1=CC=CC=C1